racemic-(3S,4R)-3-(bromomethyl)-4-(4-cyanophenyl)pyrrolidine-1-carboxylic acid tert-butyl ester C(C)(C)(C)OC(=O)N1C[C@H]([C@@H](C1)C1=CC=C(C=C1)C#N)CBr |r|